N1(CCCC=C1)C(=O)[O-] 3,4-dihydropyridine-1-carboxylate